(9-(pyridin-2-yl)-6-oxaspiro[4.5]decan-9-yl)methanol tert-butyl-(2S,5S)-9-cyano-2,3-dihydro-2,5-methanopyrido[3,4-f][1,4]thiazepine-4(5H)-carboxylate C(C)(C)(C)[C@]12SC3=C([C@@H](N(C1)C(=O)OCC1(CCOC4(CCCC4)C1)C1=NC=CC=C1)C2)C=NC=C3C#N